N-[[3-fluoro-4-[5-(trifluoromethyl)-1,2,4-oxadiazol-3-yl]phenyl]methyl]benzenesulfonamide FC=1C=C(C=CC1C1=NOC(=N1)C(F)(F)F)CNS(=O)(=O)C1=CC=CC=C1